ClC1=C(C(=NC=C1)N1CCN(CC1)CC=1C=C2C(N(C(C2=CC1)=O)N1C(NC(CC1)=O)=O)=O)F 5-((4-(4-chloro-3-fluoropyridin-2-yl)piperazin-1-yl)methyl)-2-(2,4-dioxotetrahydropyrimidin-1(2H)-yl)isoindoline-1,3-dione